N-[(2S)-1-(cyclopropylcarbamoyl)-1-oxo-3-[(3S)-2-oxopyrrolidin-3-yl]propan-2-yl]pentanamide C1(CC1)NC(=O)C([C@H](C[C@H]1C(NCC1)=O)NC(CCCC)=O)=O